4-ethyl-2,6-di-tert-butylaniline C(C)C1=CC(=C(N)C(=C1)C(C)(C)C)C(C)(C)C